FC1=C2NC(C=3N(C2=CC=C1CN1CC2=C(C1)C=C(O2)C=2C=CC(=NC2)C(=O)NC)N=CC3C)=O 5-(5-((6-fluoro-3-methyl-4-oxo-4,5-dihydropyrazolo[1,5-a]quinoxalin-7-yl)methyl)-5,6-dihydro-4H-furo[2,3-c]pyrrol-2-yl)-N-methylpicolinamide